FC(COC1=C(C(=CC=C1)C(F)(F)F)S(=O)(=O)N)F 2-(2,2-difluoroethoxy)-6-trifluoromethylbenzenesulfonamide